C1(CCCCC1)[C@H](C)NC(=O)C=1OC2=CC=C(C=C2C(C1)=O)F (S)-N-(1-cyclohexylethyl)-6-fluoro-4-oxo-4H-chromene-2-carboxamide